cyanophosphine C(#N)P